Cl.N1=C(C)C(O)=C(CO)C(CO)=C1 Pyridoxin Hydrochloride